5-acetoxy-N-isopropyltryptamine C(C)(=O)OC1=CC=C2NC=C(CCNC(C)C)C2=C1